COC(C(C(C)=O)=CC1=C(C=C(C=C1)C#N)OC)=O 2-(4-cyano-2-methoxybenzylidene)-3-oxo-butyric acid methyl ester